1-Benzyl-5-(4-ethylphenyl)-3,4-dimethyl-3-((phenylseleno)methyl)-1H-pyrrol-2(3H)-one C(C1=CC=CC=C1)N1C(C(C(=C1C1=CC=C(C=C1)CC)C)(C[Se]C1=CC=CC=C1)C)=O